N-[(1R,2R)-2-hydroxyindan-1-yl]-3-(2-imino-4,4-dimethyl-6-oxo-hexahydropyrimidin-1-yl)-1,1-dimethyl-indane-5-carboxamide O[C@H]1[C@@H](C2=CC=CC=C2C1)NC(=O)C=1C=C2C(CC(C2=CC1)(C)C)N1C(NC(CC1=O)(C)C)=N